CCCCCCCCCCCCCCCCC[C@H]([C@H](COP(=O)([O-])OC1[C@@H]([C@H](C([C@H]([C@H]1O)O)O)O)O)NC(=O)CCCCCCCCCCCCCCCCC)O The molecule is an inositol C20 phosphodihydroceramide(1-) in which the N-acyl group is specified as octadecanoyl; major species at pH 7.3. It is an inositol C20 phosphodihydroceramide(1-) and an Ins-1-P-Cer-A 38:0(1-).